C(C)C1CCC=2N1N=C(N2)C(=O)N[C@H]2COC1=C(N(C2=O)C)C=CC=C1 5-ethyl-N-[(3S)-5-methyl-4-oxo-2,3-dihydro-1,5-benzoxazepin-3-yl]-6,7-dihydro-5H-pyrrolo[1,2-b][1,2,4]triazole-2-carboxamide